(2S,4R)-methyl 1-((S)-2-amino-3,3-dimethylbutanoyl)-4-hydroxypyrrolidine-2-carboxylate N[C@H](C(=O)N1[C@@H](C[C@H](C1)O)C(=O)OC)C(C)(C)C